N-butyl-propionamide C(CCC)NC(CC)=O